trans-2,2-dichloro-3-(3-chloro-4-fluorophenyl)cyclopropanecarboxylic acid ClC1([C@H]([C@@H]1C1=CC(=C(C=C1)F)Cl)C(=O)O)Cl